N'-(2-fluoro-4-(methylsulfonyl)phenyl)-2-(4-(2-fluoro-9-hydroxy-9-(trifluoromethyl)-9H-fluorene-4-yl)-1H-pyrazol-1-yl)propanehydrazide FC1=C(C=CC(=C1)S(=O)(=O)C)NNC(C(C)N1N=CC(=C1)C1=CC(=CC=2C(C3=CC=CC=C3C12)(C(F)(F)F)O)F)=O